ClC=1C(=CC2=C(N(C[C@H](N(S2(=O)=O)C)CO)C2=CC=CC=C2)C1)C=1C=CC(=C(C(=O)O)C1)F (S)-5-(7-chloro-3-(hydroxymethyl)-2-methyl-1,1-dioxido-5-phenyl-2,3,4,5-tetrahydrobenzo[f][1,2,5]thiadiazepin-8-yl)-2-fluorobenzoic acid